(5-(3-(dimethylamino)acryloyl)-2-(p-tolyl)-1H-pyrrol-3-yl)benzonitrile CN(C=CC(=O)C1=CC(=C(N1)C1=CC=C(C=C1)C)C1=C(C#N)C=CC=C1)C